SC1=CC=C(C=CC(=O)O)C=C1 4-mercaptocinnamic acid